3,3'-(heptane-1,7-diyl)dibenzamidine C(CCCCCCC=1C=C(C(=N)N)C=CC1)C=1C=C(C(=N)N)C=CC1